CC1=C(CCC=CCC1)C 1,2-dimethyl-1,5-cyclooctadiene